COCCC(=O)N1[C@@H]([C@H](CC1)C)C(=O)N[C@H](C(=O)OCC)CCCCCCCC1=NC=2NCCCC2C=C1 Ethyl (S)-2-((2S,3S)-1-(3-methoxypropanoyl)-3-methylpyrrolidine-2-carboxamido)-9-(5,6,7,8-tetrahydro-1,8-naphthyridin-2-yl)nonanoate